BrC1=NC(=CN=C1)C1(COC1)F 2-bromo-6-(3-fluorooxetan-3-yl)pyrazine